F[C@]1(CN(CC[C@H]1O)C1=NC=CC(=N1)NC=1N=CC2=C(C=CC(=C2C1)[C@@H](CO)C)N1CC(C1)OC)C (3S,4R)-3-fluoro-1-(4-((5-((S)-1-hydroxypropan-2-yl)-8-(3-methoxyazetidin-1-yl)isoquinolin-3-yl)amino)pyrimidin-2-yl)-3-methylpiperidin-4-ol